(E)-3-(benzo[d][1,3]dioxol-5-ylmethylene)-7-fluoro-2,3-dihydropyrrolo[2,1-b]quinazolin-9(1H)-one O1COC2=C1C=CC(=C2)\C=C\2/CCN1C2=NC=2C=CC(=CC2C1=O)F